3-Hydroxy-4-methoxybenzanilide OC=1C=C(C(=O)NC2=CC=CC=C2)C=CC1OC